(5S)-1-{2,5-difluoro-4-[5-(trifluoromethyl)-1,2,4-oxadiazol-3-yl]phenyl}-5-(3,4-dihydroquinolin-1(2H)-ylcarbonyl)pyrrolidin-2-one FC1=C(C=C(C(=C1)C1=NOC(=N1)C(F)(F)F)F)N1C(CC[C@H]1C(=O)N1CCCC2=CC=CC=C12)=O